ClC=1C=C(C=CC1)C(C(OC(=O)N[C@H](C(=O)NC(C(=O)O)CC1C(NC(C1)(C)C)=O)CC1CCCCC1)C1=CC(=CC=C1)F)(C)C 2-((2S)-2-(((2-(3-chlorophenyl)-1-(3-fluorophenyl)-2-methylpropoxy)carbonyl)amino)-3-cyclohexylpropanamido)-3-(5,5-dimethyl-2-oxopyrrolidin-3-yl)propanoic acid